1-(3-cyclohexyl-2-oxo-7-(trifluoromethyl) indolin-3-yl)-1,2,3,6-tetrahydro-pyridin-4-yl trifluoromethanesulfonate FC(S(=O)(=O)OC=1CCN(CC1)C1(C(NC2=C(C=CC=C12)C(F)(F)F)=O)C1CCCCC1)(F)F